6-bromo-2-hydroxy-3,4-dimethyl-1,2-benzoxaborole BrC1=CC2=C(C(B(O2)O)C)C(=C1)C